(3R)- and (3S)-4,4,4-Trifluoro-3-[3-(7H-pyrrolo[2,3-d]pyrimidin-4-yl)-1H-pyrrol-1-yl]butanenitrile FC([C@@H](CC#N)N1C=C(C=C1)C=1C2=C(N=CN1)NC=C2)(F)F |r|